C(C)(C)(C)OC(=O)N1CC(C1)N1N=NC(=C1C)C(=O)O 1-(1-Tert-Butoxycarbonyl-azetidin-3-yl)-5-methyl-triazole-4-carboxylic acid